(+)-(S)-2-(2-chlorophenyl)-2-(4,5,6,7-tetrahydrothieno[3,2-c]pyridin-5-yl)acetic acid methyl ester bisulfate S(O)(O)(=O)=O.COC([C@@H](N1CC2=C(CC1)SC=C2)C2=C(C=CC=C2)Cl)=O